CCCCCCCCCCCCCCCC(=O)O[C@H](COC(=O)CCCCCCC/C=C\CCCCC)COP(=O)(O)OC[C@@H](C(=O)O)N 1-(9Z-pentadecenoyl)-2-hexadecanoyl-glycero-3-phosphoserine